[Au].CC1(C(NC(N1)=O)=O)C 5,5-dimethylhydantoin gold salt